BrC1=CC(=C(C)C=C1F)I 4-bromo-5-fluoro-2-iodotoluene